FC1=C(C=CC=C1)[C@@H]1CC[C@H]2OC3(C(N21)=O)CC(C3)O (5'S,7a'R)-5'-(2-fluorophenyl)-3-hydroxytetrahydro-3'H-spiro[cyclobutane-1,2'-pyrrolo[2,1-b]oxazol]-3'-one